3-[3-(2,6-diazaspiro[3.3]heptan-2-yl)phenyl]piperidine-2,6-dione C1N(CC12CNC2)C=2C=C(C=CC2)C2C(NC(CC2)=O)=O